3-(5-(4-((4'-chloro-5,5-dimethyl-3,4,5,6-tetrahydro-[1,1'-biphenyl]-2-yl)methyl)-3,5-dimethylpiperazine-1-carbonyl)-7-fluoro-1-oxoisoindolin-2-yl)piperidine-2,6-dione ClC1=CC=C(C=C1)C1=C(CCC(C1)(C)C)CN1C(CN(CC1C)C(=O)C=1C=C2CN(C(C2=C(C1)F)=O)C1C(NC(CC1)=O)=O)C